4-methyl-5-oxo-6-((1-((2-(trimethylsilyl)ethoxy)methyl)-1H-pyrazol-3-yl)methyl)-5,6-dihydro-4H-thiazolo[5',4':4,5]Pyrrolo[2,3-d]Pyridazine-2-carbaldehyde CN1C2=C(C3=C1C(N(N=C3)CC3=NN(C=C3)COCC[Si](C)(C)C)=O)SC(=N2)C=O